ClC1=NC2=C(N1CC1=CC(=CC=C1)F)C=CC=C2 2-chloro-1-(3-fluorobenzyl)-1H-benzo[d]imidazole